C(C)(C)(C)OC(=O)N1C[C@H](CC1)NC=1C=NC(=CC1C)S(NC=1N=CSC1)(=O)=O (S)-3-((4-methyl-6-(N-(thiazol-4-yl)sulfamoyl)pyridin-3-yl)amino)pyrrolidine-1-carboxylic acid tert-butyl ester